C(CCCCCC)OC=1C=C2C[C@@H](C(=CC2=CC1)CN1CC(C1)C(=O)O)C 1-[((3S)-6-heptyloxy-3-methyl-3,4-dihydronaphthalen-2-yl)methyl]Azetidine-3-carboxylic acid